FC1=C(C(=CC(=C1)OCCN1CC(C1)CF)F)[C@H]1N([C@@H](CC2=C1NC1=CC=CC(=C21)F)C)CC(C)(C)F (1R,3R)-1-(2,6-difluoro-4-(2-(3-(fluoromethyl)azetidin-1-yl)ethoxy)phenyl)-5-fluoro-2-(2-fluoro-2-methylpropyl)-3-methyl-2,3,4,9-tetrahydro-1H-pyrido[3,4-b]indole